(1S,3aS,6aR)-2-((S)-2-fluoro-2-(3-fluorophenyl)propanoyl)-N-((R)-4-fluoro-3-oxo-1-((R)-2-oxopyrrolidin-3-yl)butan-2-yl)octahydrocyclopenta[c]pyrrole-1-carboxamide F[C@@](C(=O)N1[C@@H]([C@H]2[C@@H](C1)CCC2)C(=O)N[C@H](C[C@@H]2C(NCC2)=O)C(CF)=O)(C)C2=CC(=CC=C2)F